5-(Imidazo[1,2-a]pyrimidin-6-yl)-4-methoxy-N-(cis-4-methoxycyclohexyl)pyrrolo[2,1-f][1,2,4]triazin-2-amine N=1C=CN2C1N=CC(=C2)C=2C=CN1N=C(N=C(C12)OC)N[C@@H]1CC[C@@H](CC1)OC